ClC1=NC=C(C(=N1)C=1N=C(OC1)C(=O)NCC1=CC(=CC=C1)Cl)C 4-(2-chloro-5-methylpyrimidin-4-yl)-N-(3-chlorobenzyl)oxazole-2-carboxamide